1-methyl-5-(2-methylpyridin-3-yl)-1,5-dihydro-4H-imidazo[4,5-c]quinolin-4-one CN1C=NC=2C(N(C=3C=CC=CC3C21)C=2C(=NC=CC2)C)=O